CN(C1CC(NC(C1)(C)C)(C)C)C 4-Dimethylamino-2,2,6,6-tetramethylpiperidine